3-(bromomethyl)-1-(4-((2-oxopyridin-1(2H)yl)methyl)benzyl)-1H-pyrazole-4-carboxylic acid ethyl ester C(C)OC(=O)C=1C(=NN(C1)CC1=CC=C(C=C1)CN1C(C=CC=C1)=O)CBr